CC(C)C(CCC(CCC)C)C 2,3,6-trimethylnonane